C(#C)C=1C=NN(C1)C=1C=CC(=C(O\C(\C(=O)OC)=C/OC)C1)C methyl (Z)-2-[5-(4-ethynylpyrazol-1-yl)-2-methyl-phenoxy]-3-methoxy-prop-2-enoate